9-oxa-tetracyclo[6.6.1.02,6.08,13]pentadecane C12C3CCCC3CC3(OCCCC3C1)C2